6-(4-chlorophenyl)-2-(3-fluorophenyl)-N-(trans-2-hydroxycyclohexyl)-3-oxo-2,3-dihydropyridazine-4-carboxamide ClC1=CC=C(C=C1)C=1C=C(C(N(N1)C1=CC(=CC=C1)F)=O)C(=O)N[C@H]1[C@@H](CCCC1)O